S1C(=NC2=C1C=CC=C2)C([C@H](CCCNC(=N)N)NC([C@H](CC(C)C)NC(OC2CCN(CC2)S(=O)(=O)C2=CC(=CC=C2)F)=O)=O)=O 1-((3-fluorophenyl)sulfonyl)piperidin-4-yl ((S)-1-(((S)-1-(benzo[d]thiazol-2-yl)-5-guanidino-1-oxopentan-2-yl)amino)-4-methyl-1-oxopentan-2-yl)carbamate